(S)-2-(2,6-dichlorobenzoylamino)-3-(5-(1-methyl-3-(trifluoromethyl)-1H-pyrazol-4-yl)quinolin-8-yl)propionic acid ClC1=C(C(=O)N[C@H](C(=O)O)CC=2C=CC(=C3C=CC=NC23)C=2C(=NN(C2)C)C(F)(F)F)C(=CC=C1)Cl